6-methoxy-3,3-dimethyl-3,4-dihydroisoquinolin-1(2H)-one COC=1C=C2CC(NC(C2=CC1)=O)(C)C